butoxycarbonyl carbamate C(N)(OC(=O)OCCCC)=O